(S)-3-amino-11-chloro-8-((3S,5R)-3,5-dimethylpiperazin-1-yl)-10-(trifluoromethyl)-3,4-dihydro-2H,6H-[1,4]thiazepino[2,3,4-ij]quinazolin-6-one N[C@H]1CN2C(N=C(C3=CC(=C(C(=C23)SC1)Cl)C(F)(F)F)N1C[C@@H](N[C@@H](C1)C)C)=O